C(C1=CC=CC=C1)(C1=CC=CC=C1)N(CCN)CCNCCN 4-benzhydryl-triethylenetetramine